2,2-dimethoxy-6-(3-trimethoxysilylpropyl)-8-methyl-6-aza-1-silacyclooctane COC1([SiH2]C(CN(CCC1)CCC[Si](OC)(OC)OC)C)OC